NC1=C2C(=NC=N1)N(C(N(C2)C2=CC=C(C=C2)OC2=CC=CC=C2)=O)[C@@H]2CC[C@H](CC2)N2CCN(CC2)C trans-5-amino-1-(4-(4-methylpiperazin-1-yl)cyclohexyl)-3-(4-phenoxyphenyl)-3,4-dihydropyrimido[4,5-d]pyrimidin-2(1H)-one